2-((1H-pyrazol-3-yl)methyl)-6-((4-(methoxymethyl)-1-methyl-1H-pyrazol-3-yl)methyl)-4-methyl-4H-thiazolo[5',4':4,5]pyrrolo[2,3-d]pyridazin-5(6H)-one N1N=C(C=C1)CC=1SC2=C(N(C=3C(N(N=CC32)CC3=NN(C=C3COC)C)=O)C)N1